C(C)(C)(C)C=1C(=C(C=C(C1)CCC(=O)OC)N1N=C2C(=N1)C=CC=C2)O 2-[3'-tert.-butyl-5'-(2-methoxycarbonylethyl)-2'-hydroxyphenyl]-2H-benzotriazole